1-(4-(4-fluorophenyl)-1,3,5-triazin-2-yl)-N-(4-methyl-1-azabicyclo[3.2.2]non-4-yl)piperidine-4-carboxamide FC1=CC=C(C=C1)C1=NC(=NC=N1)N1CCC(CC1)C(=O)NC1(CCN2CCC1CC2)C